BrC1=CC=C(C=C1)NC(CC(=O)O)=O 3-((4-bromophenyl)amino)-3-oxopropionic acid